ClC=1C(=CC=C2C=CC=C(C12)C1=CC=2N=C(N=C(C2N=C1)C1(N(CCNC1)C(=O)[O-])CC#N)OC[C@H]1N(CCC1)C)F 7-(8-Chloro-7-fluoronaphthalen-1-yl)-2-((((S)-1-methylpyrrolidin-2-yl)methoxy) pyrido[3,2-d]pyrimidin-4-yl)-2-(cyanomethyl)piperazine-1-carboxylate